FC1=CC=C(C=C1)N1CCCN(S1(=O)=O)CC(=O)NC1C2CC3CC(CC1C3)(C2)O 2-(6-(4-fluorophenyl)-1,1-dioxido-1,2,6-thiadiazinan-2-yl)-N-(5-hydroxyadamantane-2-yl)acetamide